(R)-(4-Fluorophenyl)(1-(2-fluoropyridin-4-yl)-8-methyl-3-(3-methyl-1,2,4-thiadiazole-5-yl)-5,6-dihydroimidazo[1,5-a]pyrazin-7(8H)-yl)methanone FC1=CC=C(C=C1)C(=O)N1[C@@H](C=2N(CC1)C(=NC2C2=CC(=NC=C2)F)C2=NC(=NS2)C)C